8-(6-Cyclopropylpyridin-3-yl)-2-ethoxy-6-(1-methyl-1H-benzo[d]imidazol-6-yl)-1,6-naphthyridin-7(6H)-one C1(CC1)C1=CC=C(C=N1)C=1C(N(C=C2C=CC(=NC12)OCC)C=1C=CC2=C(N(C=N2)C)C1)=O